C1(=CC=CC=C1)C1=NC2=CC=CC=C2C1=O 2-phenylindol-3-one